CC=1C(=NON1)CC(=O)N1CCC(CC1)C1=NC(=NO1)C1CCC2(CC2)CC1 2-(4-methyl-1,2,5-oxadiazol-3-yl)-1-(4-(3-(spiro[2.5]octan-6-yl)-1,2,4-oxadiazol-5-yl)piperidin-1-yl)ethan-1-one